C(C)OC(=O)C1CCN(CC1)C1=NC(=CC=C1)N 1-(6-aminopyridin-2-yl)piperidine-4-carboxylic acid ethyl ester